FC=1C=C(C=CC1)C1=C2N=C(C(=NC2=CC=C1)C(=O)N)CC=1SC(=CC1)C1=CC(=C(C=C1)C(F)(F)F)C (3-fluorophenyl)-((5-(3-methyl-4-(trifluoromethyl)phenyl)thiophen-2-yl)methyl)quinoxaline-2-carboxamide